C(#N)C[C@H]1CN(CCN1)C=1C2=C(N=C(N1)C(=O)OC)CN(CC2)C2=CC=CC1=CC=CC(=C21)C methyl (S)-4-(3-(cyanomethyl) piperazin-1-yl)-7-(8-methylnaphthalen-1-yl)-5,6,7,8-tetrahydropyrido[3,4-d]pyrimidine-2-carboxylate